CC1=C(C(=NO1)OC[C@H]1NCCOC1)C1=CC=2N(C=C1)N=C(C2)NC(=O)C2CC2 N-[5-[5-methyl-3-[[(3S)-morpholin-3-yl]methoxy]isoxazol-4-yl]pyrazolo[1,5-a]pyridin-2-yl]cyclopropanecarboxamide